3-((5-Bromo-2-hydroxyphenyl)sulfonamido)-5-(1-cyanocyclobutyl)-2-hydroxybenzoic acid BrC=1C=CC(=C(C1)S(=O)(=O)NC=1C(=C(C(=O)O)C=C(C1)C1(CCC1)C#N)O)O